C(=O)(C(=C)C)OOCCC[Si](OCCOC)(OCCOC)OCCOC γ-methacryloxyloxypropyltris(β-methoxyethoxy)silane